C(C)N(CC)CC1=C(N=C2N1C=CC(=C2)F)C2=CC=CC=C2 N-ethyl-N-((7-fluoro-2-phenylimidazo[1,2-a]pyridin-3-yl)methyl)ethanamine